CC=1C(=C2C=NNC2=CC1C)N1CC=2N=C(N=C(C2CC1)N1CC2(C(NC(N2)=O)=O)CCC1)OCC12CCCN2CCC1 7-(7-(5,6-dimethyl-1H-indazol-4-yl)-2-((hexahydro-1H-pyrrolizin-7a-yl)methoxy)-5,6,7,8-tetrahydropyrido[3,4-d]pyrimidin-4-yl)-1,3,7-triazaspiro[4.5]decane-2,4-dione